ClC1=CC(=C(C(=C1)F)NC(=O)C12CC(C1)(C2)F)C(N[C@H](C(C(=O)NC2CC2)=O)C[C@H]2C(N[C@@H](C2)C)=O)=O N-[4-chloro-2-[[(1S)-3-(cyclopropylamino)-1-[[(3S,5R)-5-methyl-2-oxo-pyrrolidin-3-yl]methyl]-2,3-dioxo-propyl]carbamoyl]-6-fluoro-phenyl]-3-fluoro-bicyclo[1.1.1]pentane-1-carboxamide